BrC=1C(=C(C2=C(OC(O2)(C)[C@@H]2CC[C@H](CC2)N(C)C)C1Cl)C)C(=O)OC methyl 6-bromo-7-chloro-2-(trans-4-(dimethylamino)cyclohexyl)-2,4-dimethylbenzo[d][1,3]dioxole-5-carboxylate